C(C)(C)(C)C=1C=C(C=C(C1O)C)C=CC#N 3-(3-t-butyl-4-hydroxy-5-methylphenyl)acrylonitrile